C(N)(=N)C=1C=C(C=CC1F)NC(=O)[C@@H]1O[C@]([C@H]([C@H]1C1=C(C(=C(C=C1)F)F)OC)C)(C(F)(F)F)C (2R,3S,4S,5R)-N-(3-Carbamimidoyl-4-fluorophenyl)-3-(3,4-difluoro-2-methoxyphenyl)-4,5-dimethyl-5-(trifluoromethyl)tetrahydrofuran-2-carboxamide